NC1=C(C=C(C(=O)OC)C=C1NCCN1C(=NC=C1)C)F methyl 4-amino-3-fluoro-5-(2-(2-methyl-1H-imidazol-1-yl)ethyl)aminobenzoate